pivaloyl t-butyl peroxide C(C)(C)(C)OOC(C(C)(C)C)=O